ClC1=CC=CC(=N1)N(C)CC1=CC=C(C=C1)OC 6-chloro-N-(4-methoxybenzyl)-N-methylpyridin-2-amine